N,N'-diphenyl-N,N'-bis[4-(9-Phenyl-9H-fluoren-9-yl)phenyl]pyrene-1,6-diamine C1(=CC=CC=C1)N(C1=CC=C2C=CC=3C(=CC=C4C=CC1=C2C34)N(C3=CC=C(C=C3)C3(C4=CC=CC=C4C=4C=CC=CC34)C3=CC=CC=C3)C3=CC=CC=C3)C3=CC=C(C=C3)C3(C4=CC=CC=C4C=4C=CC=CC34)C3=CC=CC=C3